6-(4-piperidinylmethoxy)-2-thieno[2,3-c]pyridin-5-yl-3H-quinazolin-4-one N1CCC(CC1)COC=1C=C2C(NC(=NC2=CC1)C=1C=C2C(=CN1)SC=C2)=O